7-fluoro-8-(6-fluoropyridin-3-yl)-1-isopropyl-3-methyl-1,3-dihydro-2H-imidazo[4,5-C]cinnolin-2-one FC=1C(=CC=2C3=C(N=NC2C1)N(C(N3C(C)C)=O)C)C=3C=NC(=CC3)F